N1(CCNCC1)C1=NC2=CC=CC=C2C=C1C(=O)O (1-piperazinyl)-3-quinolinecarboxylic acid